Palmitoleyl Tricosylate C(CCCCCCCCCCCCCCCCCCCCCC)(=O)OCCCCCCCC\C=C/CCCCCC